C1(CC=CC=C1)\C=C\C(=O)C1=CC=CC=C1 DIHYDROCHALCON